3-(5-Amino-6-(2-methylthiazol-5-yl)pyrazin-2-yl)-N-(2-azabicyclo[2.1.1]hexan-4-yl)-4-(methyl-d3)benzenesulfonamide trifluoroacetate salt FC(C(=O)O)(F)F.NC=1N=CC(=NC1C1=CN=C(S1)C)C=1C=C(C=CC1C([2H])([2H])[2H])S(=O)(=O)NC12CNC(C1)C2